C(#N)CCNC(=O)C1=CC2=CC=CC(=C2C=C1)C1=CC=C(C=C1)C(F)(F)F N-(2-cyanoethyl)-5-(4-(trifluoromethyl)phenyl)-2-naphthamide